C(C)(C)(C)OC(C1=C(C(=CC=C1)F)N(C(CC1=CC=CC=C1)=O)NC(=O)OCC1C2=CC=CC=C2C=2C=CC=CC12)=O 2-(((((9H-fluoren-9-yl)methoxy)carbonyl)amino)-2-phenylacetylamino)-3-fluorobenzoic acid tert-butyl ester